BrC1=CC=C(C(=N1)NC(=O)[C@H]1N([C@@H]2C[C@@]2(C1)C)C(CN1N=C(C=C1C=1SC=CC1)C(N)=O)=O)C (1R,3S,5R)-N-(6-bromo-3-methylpyridin-2-yl)-2-(2-(3-carbamoyl-5-(thiophen-2-yl)-1H-pyrazol-1-yl)acetyl)-5-methyl-2-azabicyclo[3.1.0]hexane-3-carboxamide